N1(C=NC=C1)C1=CC=2C(=NC=CC2NC(=O)C2CCC(CC2)C(C)NC(OC(C)(C)C)=O)N1COCC[Si](C)(C)C tert-butyl (1-((1r,4r)-4-((2-(1H-imidazol-1-yl)-1-((2-(trimethylsilyl)ethoxy)methyl)-1H-pyrrolo[2,3-b]pyridin-4-yl)carbamoyl)cyclohexyl)ethyl)carbamate